6-[(3S)-4-[3-(1,3-benzothiazole-7-sulfonyl)propanoyl]-3-methylpiperazin-1-yl]pyridine-3-carbonitrile S1C=NC2=C1C(=CC=C2)S(=O)(=O)CCC(=O)N2[C@H](CN(CC2)C2=CC=C(C=N2)C#N)C